C(C)C1=NC=2C(=NC(=CC2C)C)N1CC1=CC=C(C=C1)C=1C=C(C=CC1C1=NOC(N1)=O)C1=CC=CC=C1 3-(4''-((2-ethyl-5,7-dimethyl-3H-imidazo[4,5-b]pyridin-3-yl)methyl)-[1,1':3',1''-terphenyl]-4'-yl)-1,2,4-oxadiazol-5(4H)-one